N,N-dimethyl-acetoacetamide CN(C(CC(=O)C)=O)C